COC1[C@H]([C@@H](C([C@H]([C@@H]1O)O)O)O)O The molecule is a cyclitol ether formed by etherification of the 5-hydroxy group of 1D-chiro-inositol. It has a role as a plant metabolite. It derives from a 1D-chiro-inositol.